N-(2-benzoylphenyl)-N-benzyl-2-(4-fluorophenoxy)acetamide C(C1=CC=CC=C1)(=O)C1=C(C=CC=C1)N(C(COC1=CC=C(C=C1)F)=O)CC1=CC=CC=C1